2-carboxy-5-amino-tetrazole C(=O)(O)N1N=C(N=N1)N